FC1=CC(=C(C=C1)N1C=C(C=2N=CN=CC21)C2CN(CCC2)C(=O)OC(C)(C)C)C(N(CC)C(C)C)=O tert-butyl 3-(5-(4-fluoro-2-(isopropyl(ethyl)carbamoyl)phenyl)-5H-pyrrolo[3,2-d]pyrimidin-7-yl)piperidine-1-carboxylate